C(C[N+](C)(C)C)CC([O-])=O Deoxycarnitine